CC(C(=O)OCI)C iodomethyl 2-methylpropanoate